ethyl N-[4-(2,4-dihydroxyphenyl)pentanoyl]-L-alaninate OC1=C(C=CC(=C1)O)C(CCC(=O)N[C@@H](C)C(=O)OCC)C